ClC1=C(C=CC(=C1)F)C1=C(C=CC=2CCC=C(C12)C1=CC=C(C=C1)N[C@@H]1CN(CC1)CCCF)O (2-chloro-4-fluoro-phenyl)-8-[4-[[(3S)-1-(3-fluoropropyl)pyrrolidin-3-yl]amino]phenyl]-5,6-dihydronaphthalen-2-ol